bis((2-((methacryloyloxy)methyl)octahydro-1H-4,7-methanoinden-5-yl)methyl) cyclohexane-1,4-dicarboxylate C1(CCC(CC1)C(=O)OCC1C2C3CC(CC3C(C1)C2)COC(C(=C)C)=O)C(=O)OCC2C1C3CC(CC3C(C2)C1)COC(C(=C)C)=O